NC1=NC=C(C2=C1C(=NN2[C@@H]2CN(CC2)C(C=C)=O)C#CC2=C(C(=CC(=C2F)OC)OC)F)C2=NN(C=C2)C (S)-1-(3-(4-amino-3-((2,6-difluoro-3,5-dimethoxyphenyl)ethynyl)-7-(1-methyl-1H-pyrazol-3-yl)-1H-pyrazolo[4,3-c]pyridin-1-yl)pyrrolidin-1-yl)prop-2-en-1-one